(R)-3-[(1s,2s)-1-(5-iodo-1H-benzoimidazol-2-yl)-2-phenyl-propyl]-5-isopropyl-imidazoline-2,4-dione IC1=CC2=C(NC(=N2)[C@H]([C@@H](C)C2=CC=CC=C2)N2C(N[C@@H](C2=O)C(C)C)=O)C=C1